FC(C1(CC1)C1=NOC(=N1)CN1CC2(CN(C2)C(=O)N2CC3(C2)CC(C3)N3N=C(N=C3)C(F)(F)F)C1)(F)F [6-[[3-[1-(trifluoromethyl)cyclopropyl]-1,2,4-oxadiazol-5-yl]methyl]-2,6-diazaspiro[3.3]heptan-2-yl]-[6-[3-(trifluoromethyl)-1,2,4-triazol-1-yl]-2-azaspiro[3.3]heptan-2-yl]methanone